N1N=CC(=C1)C1=CC=C(C=C1)NC1=NC2=CC=CC=C2C=N1 2-((4-(1H-pyrazol-4-yl)phenyl)amino)quinazolin